(R)-1-(2-(4-Methoxybenzoyl)-8-phenyl-2,6-diazaspiro[3.4]octan-6-yl)prop-2-en-1-one sodium ethylhexylsuccinate C(C)C(C(=O)[O-])(CC(=O)[O-])CCCCCC.[Na+].COC1=CC=C(C(=O)N2CC3(C2)CN(C[C@@H]3C3=CC=CC=C3)C(C=C)=O)C=C1.[Na+]